format aluminum [Al+3].C(=O)[O-].C(=O)[O-].C(=O)[O-]